2-((3-hydroxybenzyl)oxy)benzonitrile OC=1C=C(COC2=C(C#N)C=CC=C2)C=CC1